ClC1=C(C=CC(=C1)Cl)N1C(=NN=C1SC)CCCOC 4-(2,4-dichlorophenyl)-3-(3-methoxypropyl)-5-(methylthio)-4H-1,2,4-triazole